FC(C=1C(=NC=CC1)CC#N)(F)F 3-(trifluoromethyl)picolinecarbonitrile